F[C@H]1C[C@H](N2N=C(N=C21)S(=O)CC(F)(F)F)C2=CC=CC=C2 (5S,7S)-7-fluoro-5-phenyl-2-(2,2,2-trifluoroethylsulfinyl)-6,7-dihydro-5H-pyrrolo[1,2-b][1,2,4]triazole